(R)-7-bromo-6-fluoro-4-(cyclopropylethynyl)-4-(trifluoromethyl)-3,4-dihydroquinazolin-2(1H)-one BrC1=C(C=C2[C@@](NC(NC2=C1)=O)(C(F)(F)F)C#CC1CC1)F